acrylic acid-ethyl ester C(C)OC(C=C)=O